3-ethyl-5-(piperidin-4-yl)-2-(pyridin-4-yl)-1H-indole C(C)C1=C(NC2=CC=C(C=C12)C1CCNCC1)C1=CC=NC=C1